tert-butyl 4-[6-(4-tert-butoxy-1-cyano-4-oxo-butyl)-3-pyridyl]piperazine-1-carboxylate C(C)(C)(C)OC(CCC(C#N)C1=CC=C(C=N1)N1CCN(CC1)C(=O)OC(C)(C)C)=O